BrC1=C(SC=C1)C(=O)N1CCN(CC1)C1=C(C=CC=C1)N(S(=O)(=O)C=1C=CC2=C(C(=C(S2)C(=O)O)C)C1)CCC1=CC=C(C=C1)Cl 5-(N-(2-(4-(3-Bromothiophene-2-carbonyl)piperazin-1-yl)phenyl)-N-(4-chlorophenylethyl)sulfamoyl)-3-Methylbenzothiophene-2-carboxylic acid